ClC=1C(=NC=CC1)OC1=CC=C(C=C1)NC(=S)NC(=O)C=1OC=CC1 N-[(4-(3-chloropyridin-2-yloxy)phenyl)thiocarbamoyl]furan-2-carboxamide